butane-2,3-dione thiosemicarbazone oxime CC(C(C)=NO)=NNC(=S)N